C(CC)P(CCCCS(=O)(=O)O)CCC 4-(dipropylphosphino)butane-1-sulfonic acid